C(C)(C)[C@@H]1N(CCN(C1)C1=CC=C(C=C1)B1OC(C(O1)(C)C)(C)C)C (S)-2-isopropyl-1-methyl-4-(4-(4,4,5,5-tetramethyl-1,3,2-dioxaborolan-2-yl)phenyl)piperazine